2-[(5-nitro-2-pyridyl)methyl]isoindoline-1,3-dione [N+](=O)([O-])C=1C=CC(=NC1)CN1C(C2=CC=CC=C2C1=O)=O